5-(2-(1-hydroxyethyl)piperazin-1-yl)-2,3-dihydro-1,4-benzodioxine OC(C)C1N(CCNC1)C1=CC=CC=2OCCOC21